O[C@H]1[C@H](O[C@@]2([C@@H](CCO2)NC(C(C)C2=CC=CC=C2)=O)[C@@H]([C@H]1N1N=NC(=C1)C1=CC(=C(C(=C1)F)F)F)O)CO N-((4R,5S,7R,8R,9S,10R)-8,10-dihydroxy-7-(hydroxymethyl)-9-(4-(3,4,5-trifluorophenyl)-1H-1,2,3-triazol-1-yl)-1,6-dioxaspiro[4.5]decan-4-yl)-2-phenylpropanamide